5-Methyl-2-(1-methyl-1H-imidazol-2-yl)-6-(1-(2,2,2-trifluoroethyl)-1H-pyrazol-3-yl)pyrrolo[2,1-f][1,2,4]triazin-4-ol CC=1C(=CN2N=C(N=C(C21)O)C=2N(C=CN2)C)C2=NN(C=C2)CC(F)(F)F